benzyl (4,4-diethoxybutyl)carbamate C(C)OC(CCCNC(OCC1=CC=CC=C1)=O)OCC